ClCCOCCOC1=CC=CC(=N1)NC=1C=C2C(=CN=C(C2=CN1)NC)C=1OC2=C(N1)C=C(C=C2)O 2-(6-((6-(2-(2-chloroethoxy)ethoxy)pyridin-2-yl)amino)-1-(methylamino)-2,7-naphthyridin-4-yl)benzo[d]oxazol-5-ol